C1(C=CC=C2C3=CC=CC=C3C=C12)=O FLUORENON